6-bromo-1H-pyrido[2,3-d][1,3]oxazine-2,4-dione BrC1=CC2=C(NC(OC2=O)=O)N=C1